BrC=1C(=CC(=C(OCC(=O)O)C1)OCC)C=O (5-BROMO-2-ETHOXY-4-FORMYLPHENOXY)ACETIC ACID